2-[[5-[(S)-ethylsulfinyl]-6-[7-(trifluoromethyl)imidazo[1,2-c]pyrimidin-2-yl]-3-pyridyl]oxy]-2-methyl-propanenitrile C(C)[S@](=O)C=1C=C(C=NC1C=1N=C2N(C=NC(=C2)C(F)(F)F)C1)OC(C#N)(C)C